(3-(4-(2-(3-(fluoromethyl)azetidin-1-yl)ethoxy)phenoxy)-6-((tetrahydro-2H-pyran-2-yl)oxy)benzo[b]thiophen-2-yl)(o-tolyl)methanone FCC1CN(C1)CCOC1=CC=C(OC=2C3=C(SC2C(=O)C2=C(C=CC=C2)C)C=C(C=C3)OC3OCCCC3)C=C1